C1(=CC=C(C=C1)C(=O)OC1=CC=C(C=C1)N=CC1=CC=C(C=C1)OC)C p-[(p-methoxybenzylidene)amino]-phenyl p-toluate